2-(2-benzyloxy-4,6-dihydroxybenzoyl)isoindoline-5-carboxylic acid methyl ester COC(=O)C=1C=C2CN(CC2=CC1)C(C1=C(C=C(C=C1O)O)OCC1=CC=CC=C1)=O